2-(2-(3-fluoro-4-(1-methyl-piperidin-4-yl)phenyl)-7-oxo-5,7-dihydro-6H-pyrrolo[3,4-b]pyridin-6-yl)-2-(3-fluoro-phenyl)-N-(thiazol-2-yl)-acetamide FC=1C=C(C=CC1C1CCN(CC1)C)C1=CC=C2C(=N1)C(N(C2)C(C(=O)NC=2SC=CN2)C2=CC(=CC=C2)F)=O